spiro[3.3]heptan-2-amine C1C(CC12CCC2)N